2,6-dichloro-5-fluoro-N-((2-isopropyl-4-methyl-pyridin-3-yl)carbamoyl)nicotinic acid amide ClC1=C(C(=O)NC(NC=2C(=NC=CC2C)C(C)C)=O)C=C(C(=N1)Cl)F